7-Bromo-3-butyl-8-hydroxy-2-methyl-5-phenyl-2,3,4,5-tetrahydro-1,2,5-benzothiadiazepine 1,1-dioxide BrC=1C(=CC2=C(N(CC(N(S2(=O)=O)C)CCCC)C2=CC=CC=C2)C1)O